2-(2-Chloro-6-fluorophenyl)-6-(4-ethyl-3-(hydroxymethyl)-5-oxo-4,5-dihydro-1H-1,2,4-triazol-1-yl)-7-fluoro-4-isopropyl-2H-benzo[b][1,4]oxazin-3(4H)-one ClC1=C(C(=CC=C1)F)C1C(N(C2=C(O1)C=C(C(=C2)N2N=C(N(C2=O)CC)CO)F)C(C)C)=O